C(#N)C1=CC=C(OC=2C(=NN(C2)[C@@H]2OCCCC2)C2=CCCN(C2)C(=O)OC(C)(C)C)C=C1 |r| (rac)-tert-Butyl 5-[4-(4-cyanophenoxy)-1-tetrahydropyran-2-yl-pyrazol-3-yl]-3,6-dihydro-2H-pyridine-1-carboxylate